4,5-dibromo-6-chloropyridin-3-amine BrC1=C(C=NC(=C1Br)Cl)N